4-(5-(4-benzoylpiperazin-1-yl)-1H-benzo[d]imidazol-2-yl)-2-hydroxybenzoic acid C(C1=CC=CC=C1)(=O)N1CCN(CC1)C1=CC2=C(NC(=N2)C2=CC(=C(C(=O)O)C=C2)O)C=C1